Methyl-[2-(methylamino)ethyl][(1-[spiro[4.5]dec-8-yl]-1H-pyrazol-5-yl)methyl]amine trifluoroacetate salt FC(C(=O)O)(F)F.CN(CC1=CC=NN1C1CCC2(CCCC2)CC1)CCNC